1-(6-(7-chloro-8-(5-methyl-1-(tetrahydro-2H-pyran-2-yl)-1H-indazol-4-yl)chroman-6-yl)-2,6-diazaspiro[3.4]octan-2-yl)prop-2-en-1-one 2-Hydroxyethylmethacrylate OCCOC(C(=C)C)=O.ClC1=C(C=C2CCCOC2=C1C1=C2C=NN(C2=CC=C1C)C1OCCCC1)N1CC2(CN(C2)C(C=C)=O)CC1